6-[(5-dimethylphosphoryl-2-pyridyl)methyl]-2-azaspiro[3.3]heptane CP(=O)(C)C=1C=CC(=NC1)CC1CC2(CNC2)C1